(R)-6-(1-amino-1,3-dihydrospiro[indene-2,4'-piperidin]-1'-yl)-3-(1-phenylcyclopropyl)-1,5-dihydro-4H-pyrazolo[3,4-d]pyrimidin-4-one N[C@H]1C2=CC=CC=C2CC12CCN(CC2)C=2NC(C1=C(N2)NN=C1C1(CC1)C1=CC=CC=C1)=O